NC1=NC=NN2C1=CC=C2[C@H]2[C@@H]([C@@H]([C@@](O2)(C#N)COP(=O)(OC2=CC=CC=C2)N[C@@H](C)C(=O)O[C@@H]2CC[C@H](CC2)C2=CC=CC=C2)O)O Trans-4-phenylcyclohexyl ((((2R,3S,4R,5S)-5-(4-aminopyrrolo[2,1-f][1,2,4]triazin-7-yl)-2-cyano-3,4-dihydroxytetrahydrofuran-2-yl)methoxy)(phenoxy)phosphoryl)-L-alaninate